FC(OC1=NC(=NN2C1=C(C=C2)C=2C=C1C=CC=NC1=CC2)NC21CCC(CC2)(C1)O)F 4-((4-(difluoromethoxy)-5-(quinolin-6-yl)pyrrolo[2,1-f][1,2,4]triazin-2-yl)amino)bicyclo[2.2.1]heptan-1-ol